CN1C(=NC2=C(C=C(C=C2C1=O)C)[C@@H](C)NC=1C(=NC(=CC1)C)C(=O)O)C1=CC=CC=C1 3-{[(1R)-1-(3,6-dimethyl-4-oxo-2-phenyl-3,4-dihydroquinazolin-8-yl)ethyl]amino}-6-methylpyridine-2-carboxylic acid